methyl 4-methyl-1-(oxetan-3-yl)-1H-imidazole-5-carboxylate CC=1N=CN(C1C(=O)OC)C1COC1